BrC=1C(NN=CC1O[C@H](CO[C@H]1C(N(CC1)C1CCN(CC1)C1=NC=C(N=C1)C(F)(F)F)=O)C)=O 4-bromo-5-(((S)-1-(((R)-2-oxo-1-(1-(5-(trifluoromethyl)pyrazin-2-yl)piperidin-4-yl)pyrrolidin-3-yl)oxy)propan-2-yl)oxy)pyridazin-3(2H)-one